methyl 5-((tert-butoxycarbonyl) (4-methoxybenzyl) amino)-2,2-dimethylvalerate C(C)(C)(C)OC(=O)N(CCCC(C(=O)OC)(C)C)CC1=CC=C(C=C1)OC